Cl.C1NC(C2C1CCC2)C(=O)OC trans-methyl 1,2,3,3a,4,5,6,6a-octahydrocyclopenta[c]pyrrole-3-carboxylate HCl